4-(3-isopropyl-5-(piperidin-4-yl)-1H-indol-2-yl)-2-methyl-2,5,6,7-tetrahydro-1H-cyclopenta[c]pyridin-1-one C(C)(C)C1=C(NC2=CC=C(C=C12)C1CCNCC1)C=1C2=C(C(N(C1)C)=O)CCC2